2-(2,3-dichlorophenyl)ethylamine ClC1=C(C=CC=C1Cl)CCN